N-(7-fluoro-6-(1-methyl-1H-pyrazol-4-yl)isoquinolin-3-yl)-1-methylpiperidine-4-carboxamide FC1=C(C=C2C=C(N=CC2=C1)NC(=O)C1CCN(CC1)C)C=1C=NN(C1)C